N1=NN=NC1=C1N=NN=N1 5,5'-bi(1,2,3,4-tetrazole)